ClC=1C=C(C(NC1C1CCCCC1)=O)C(=O)OC1=C(C(=C(C(=C1F)F)F)F)F perfluorophenyl 5-chloro-6-cyclohexyl-2-oxo-1,2-dihydropyridine-3-carboxylate